FC(C(=O)C=1C(=NC=CC1)CCNC(OC(C)(C)C)=O)F tert-butyl (2-(3-(2,2-difluoroacetyl)pyridin-2-yl)ethyl)carbamate